3-methylpentane-2,3-diol CC(C(C)O)(CC)O